tert-butyl 4-(2-amino-1-(4-fluorophenyl)ethyl)piperidine-1-carboxylate NCC(C1=CC=C(C=C1)F)C1CCN(CC1)C(=O)OC(C)(C)C